(E)-N'-methoxy-N'-methyl-N-acetyl-but-2-enediamide CON(C(/C=C/C(=O)NC(C)=O)=O)C